(S)-3-(5-(1-(1-methyl-1H-imidazol-4-yl)-4-(pyrrolidin-1-ylmethyl)-1H-pyrrolo[2,3-b]pyridin-6-yl)-1-oxoisoindolin-2-yl)piperidine-2,6-dione CN1C=NC(=C1)N1C=CC=2C1=NC(=CC2CN2CCCC2)C=2C=C1CN(C(C1=CC2)=O)[C@@H]2C(NC(CC2)=O)=O